2-methyl-5-oxopyrazolo[1,5-a]pyridin CC=1NN2C(=CC(C=C2)=O)C1